2,4-diisoamylcyclobutane-1,3-diol C(CC(C)C)C1C(C(C1O)CCC(C)C)O